COC(CC(C)C)=O 3-methylbutyric acid methyl ester